2-((2-((6-bromohexyl)oxy)ethoxy)methyl)-1,3-dichlorobenzene BrCCCCCCOCCOCC1=C(C=CC=C1Cl)Cl